FC1=C(C=CC=C1)C1=C(C=CC(=C1)CNC)NS(=O)(=O)C=1C=NC=CC1 N-(2'-fluoro-5-((methylamino)methyl)-[1,1'-biphenyl]-2-yl)pyridine-3-sulfonamide